C(N)(OC=1C(=NC=CC1C1=CCCCO1)Cl)=O (2-chloro-4-(3,4-dihydro-2H-pyran-6-yl) pyridin-3-yl) carbamate